2,4-dichloro-5-hydroxylaminopyrimidine ClC1=NC=C(C(=N1)Cl)NO